methyl 4-[1-isopropyl-4-(trifluoromethyl)imidazol-2-yl]bicyclo[2.2.2]octane-1-carboxylate C(C)(C)N1C(=NC(=C1)C(F)(F)F)C12CCC(CC1)(CC2)C(=O)OC